C(C)(C)(C)OC(=O)N1CC(C1)(NC1=CC=C2C(C(N(C2=C1)CC(F)(F)F)=O)(C)C)C1=C(C(=CC=C1)Cl)C.NC1=CC=C(OC2=C(C=CC=C2)OC2=CC=C(C=C2)N)C=C1 1,2-bis-(4-aminophenoxy)benzene tert-butyl-3-(3-chloro-2-methylphenyl)-3-((3,3-dimethyl-2-oxo-1-(2,2,2-trifluoroethyl)indolin-6-yl)amino)azetidine-1-carboxylate